N[C@H]1CS(C2=C(N(C1=O)CC1=CC=C(C=C1)Cl)C=C(C(=C2)F)C=2OC(=NN2)NCC(C)(F)F)(=O)=O (3R)-3-amino-5-[(4-chlorophenyl)methyl]-7-[5-(2,2-difluoropropylamino)-1,3,4-oxadiazol-2-yl]-8-fluoro-1,1-dioxo-2,3-dihydro-1lambda6,5-benzothiazepin-4-one